BrC=1C=CC(=C(C1)O)C=1C=2N(C(=NN1)N[C@H]1CNCCC1)C=CC2 (R)-5-bromo-2-(4-(piperidin-3-ylamino)pyrrolo[1,2-d][1,2,4]triazin-1-yl)phenol